B(OC)(OC)OC1=C(C=C(C=C1C)C)C dimethyl (2,4,6-trimethylphenyl) borate